imidazole p-toluenesulphonic acid salt CC1=CC=C(C=C1)S(=O)(=O)O.N1C=NC=C1